5-fluoronaphthalene-2-ol-5-ol potassium [K].FC1(C=2C=CC(=CC2C=CC1)O)O